trans-N-{4-[2-[4-(2,3-dichlorophenyl)-piperazin-1-yl]-ethyl]cyclohexyl}-N',N'-dimethylurea ClC1=C(C=CC=C1Cl)N1CCN(CC1)CC[C@@H]1CC[C@H](CC1)NC(=O)N(C)C